18-(benzyloxy)-18-oxooctadeca-7-yl decanoate C(CCCCCCCCC)(=O)OC(CCCCCC)CCCCCCCCCCC(=O)OCC1=CC=CC=C1